pteroylmonoglutamic acid C(C1=CC=C(NCC2=CN=C3N=C(N)NC(=O)C3=N2)C=C1)(=O)N[C@@H](CCC(=O)O)C(=O)O